C1(CC1)C=1SC2=NC(=CC=C2N1)C(C)O 1-(2-cyclopropylthiazolo[5,4-b]pyridin-5-yl)ethan-1-ol